N1(CCOCC1)CCC1=NN=CO1 5-[2-(morpholin-4-yl)ethyl]-1,3,4-oxadiazole